(S)-2-amino-1-(3-(2-(dimeth-ylamino)ethyl)-1H-indol-1-yl)-3-methylbutan-1-one dihydrochloride Cl.Cl.N[C@H](C(=O)N1C=C(C2=CC=CC=C12)CCN(C)C)C(C)C